3-hydroxy-L-phenylalanine OC=1C=C(C[C@H](N)C(=O)O)C=CC1